C(C)(=O)[C@@H]1CC[C@H](CO1)NC(OC(C)(C)C)=O Tert-butyl [(3R,6S)-6-acetyltetrahydro-2H-pyran-3-yl]carbamate